C(=O)O.NC[C@@H]1CN(CCO1)C(=O)N1CCN(CC1)C(=O)C1=C(C=C(C=C1)NC=1C=2N(C=CN1)C(=CN2)C2=C(C(=C(C=C2)OC)F)Cl)C [4-[(2R)-2-(aminomethyl)morpholine-4-carbonyl]piperazin-1-yl]-[4-[[3-(2-chloro-3-fluoro-4-methoxyphenyl)imidazo[1,2-a]pyrazin-8-yl]amino]-2-methylphenyl]methanone formate